FC1=C(OC2=C(C(=O)N)C=CC=N2)C=CC(=C1)CC(NC=1N=C2N(C=C(C=C2)C(F)(F)F)C1)=O 2-(2-fluoro-4-(2-oxo-2-((6-(trifluoromethyl)imidazo[1,2-a]pyridin-2-yl)amino)ethyl)phenoxy)nicotinamide